N-arachidonoyl-dopamine-d8 C(CCC\C=C/C\C=C/C\C=C/C\C=C/CCCCC)(=O)N(C(C(C1=C(C(O)=C(O)C(=C1[2H])[2H])[2H])([2H])[2H])([2H])[2H])[2H]